CN1C(=NC=2C1=NC=CC2)C2=C(C(=C(C(=C2C2=NC=1C(=NC=CC1)N2C)C2=CC=C(C=C2)N2C1=CC=CC=C1OC=1C=CC=CC21)C2=NC=1C(=NC=CC1)N2C)C2=NC=1C(=NC=CC1)N2C)C2=CC=C(C=C2)N2C1=CC=CC=C1OC=1C=CC=CC21 10,10'-(2',3',5',6'-tetrakis(3-methyl-3H-imidazo[4,5-b]pyridin-2-yl)-[1,1':4',1''-terphenyl]-4,4''-diyl)bis(10H-phenoxazine)